Cl.Cl.CC=1C=C(C=C(C1)COC1=CC=C(C(=N)NC(C)C)C=C1)COC1=CC=C(C(=N)NC(C)C)C=C1 4,4'-(((5-methyl-1,3-phenylene)bis(methylene))bis(oxy))bis(N-isopropylbenzamidine) dihydrochloride